(8-(4-nitrophenyl)imidazo[1,2-a]pyridin-3-yl)(piperidin-1-yl)methanone [N+](=O)([O-])C1=CC=C(C=C1)C=1C=2N(C=CC1)C(=CN2)C(=O)N2CCCCC2